2,4-difluoro-N-(2-methoxy-5-(4-oxo-1,4-dihydropyrrolo[1,2-b]pyridazin-6-yl)pyridine-3-yl)benzenesulfonamide FC1=C(C=CC(=C1)F)S(=O)(=O)NC=1C(=NC=C(C1)C=1C=C2N(NC=CC2=O)C1)OC